N-(cyclobutylmethyl)-6-(trifluoromethyl)-2,3-dihydrobenzofuran-3-amine C1(CCC1)CNC1COC2=C1C=CC(=C2)C(F)(F)F